[6-[5-chloro-1-cyclopropyl-4-(trifluoromethyl)imidazol-2-yl]-5-fluoro-3-pyridyl]methanol ClC1=C(N=C(N1C1CC1)C1=C(C=C(C=N1)CO)F)C(F)(F)F